C(C)(=O)N1CC2CCCC(C2C1)C(=O)N1C(CC(C1)F)C(=O)NC(C1=CC=C(C=C1)C(C)C)C1=CC=CC=C1 1-(2-acetyl-octahydro-1H-isoindole-4-carbonyl)-4-fluoro-N-{phenyl[4-(propan-2-yl)phenyl]methyl}pyrrolidine-2-carboxamide